ClC1=C(C(NC2=CC=C(C=C12)[N+](=O)[O-])=O)C(=O)OCC ethyl 4-chloro-6-nitro-2-oxo-1,2-dihydroquinoline-3-carboxylate